CC(C(N)N)CCC(CC)C 2,5-dimethyl-heptanediamine